(+-)-1-phenyl-1,2-ethanediol C1(=CC=CC=C1)[C@H](CO)O |r|